C(C1=CC=CC=C1)(C1=CC=CC=C1)(C1=CC=CC=C1)N1C=NN=C1 4-trityl-4H-1,2,4-triazole